NC1=CC=C(NC2=NNC(C3=CC=CC=C23)=O)C=C1 4-(4-amino-anilino)phthalazin-1(2H)-one